CN(C(CCCCCCC\C=C/CCCCCCCC)=O)CC (methyloleoylamino)ethane